NCCC=1C=CC(=NC1)C1=C(C=C(C#N)C=C1)OC=1N(N=C(C1)C=1SC=CN1)C 4-[5-(2-aminoethyl)pyridin-2-yl]-3-[2-methyl-5-(1,3-thiazol-2-yl)pyrazol-3-yl]oxybenzonitrile